F[C@H]1C[C@@H](CNC1)NC(OC(C)(C)C)=O tert-butyl N-[(3S,5S)-5-fluoro-3-piperidyl]carbamate